tert-Butyl (4-(4-amino-7-(1-(2-hydroxy-2-methylpropyl)-1H-pyrazol-4-yl)pyrrolo[2,1-F][1,2,4]triazin-5-yl)-2-methoxyphenyl)carbamate NC1=NC=NN2C1=C(C=C2C=2C=NN(C2)CC(C)(C)O)C2=CC(=C(C=C2)NC(OC(C)(C)C)=O)OC